C[C@H]1O[C@H](CN(C1)C1=CC=CC(=N1)C=CC1=CC(=NC=C1)C(C)N)C 1-(4-(2-(6-((2R,6S)-2,6-dimethylmorpholino)pyridin-2-yl)vinyl)pyridin-2-yl)ethan-1-amine